1,2-Bis(3-methylphenoxy)ethan CC=1C=C(OCCOC2=CC(=CC=C2)C)C=CC1